4'-(3,3-difluorocyclobutoxy)-1'-(trifluoromethyl)spiro[1,3-dioxolane-2,7'-5,6-dihydrocyclopenta[c]pyridine]-5'-ol FC1(CC(C1)OC=1C2=C(C(=NC1)C(F)(F)F)C1(CC2O)OCCO1)F